CC(C)CCC([C@@H](C)[C@H]1CC[C@H]2[C@@H]3CC=C4C[C@H](CC[C@]4(C)[C@H]3CC[C@]12C)O)O cholest-5-en-3beta,22-diol